5-chloro-N-((R)-1-(2,4-dichlorophenyl)ethyl)-6-methyl-2-(3-(1-(thiophen-3-yl)piperidin-3-yl)azetidin-1-yl)pyrimidin-4-amine ClC=1C(=NC(=NC1C)N1CC(C1)C1CN(CCC1)C1=CSC=C1)N[C@H](C)C1=C(C=C(C=C1)Cl)Cl